C1(=CC=C(C=C1)C=1C=NC2=CC=CC=C2C1)C1=CC=CC=C1 3-([1,1'-biphenyl]-4-yl)quinoline